COC1=CC=C(CN(S(=O)(=O)C2=C(C=CC(=C2C=2N=NN(N2)CC2=CC=C(C=C2)OC)I)S(=O)(=O)NC[C@@H](CNC(OC(C)(C)C)=O)O[Si](C)(C)C(C)(C)C)CC2=CC=C(C=C2)OC)C=C1 tert-Butyl (R)-(3-((2-(N,N-bis(4-methoxybenzyl)sulfamoyl)-4-iodo-3-(2-(4-methoxybenzyl)-2H-tetrazol-5-yl)phenyl)sulfonamido)-2-((tert-butyldimethylsilyl)oxy)propyl)carbamate